OC[C@H](/C=C/C1=CC=C(C=C1)C1=CC=C(C=C1)C1CC(C1)O)N1C(=NC=C1)[C@H](C)O 3-(4'-((S,E)-4-hydroxy-3-(2-((S)-1-hydroxyethyl)-1H-imidazol-1-yl)but-1-en-1-yl)-[1,1'-biphenyl]-4-yl)cyclobutan-1-ol